FC(C1=CC=C(C=C1)C=1N=C2SC3=C(N2C1)C=CC=C3)(F)F 2-(4-(trifluoromethyl)phenyl)benzo[d]imidazo[2,1-b]thiazole